(neopentyl) adipate C(CCCCC(=O)[O-])(=O)OCC(C)(C)C